O1C=NC2=C1C=CC(=C2)C(=O)OC methyl 1,3-benzoxazole-5-carboxylate